FC1=C(C(=C(C(=C1[Al](C1=C(C(=C(C(=C1F)F)F)F)F)C1=C(C(=C(C(=C1F)F)F)F)F)F)F)F)F tris(pentafluorophenyl)-aluminum